fluorononyl-carboxylic acid FCCCCCCCCCC(=O)O